(5-chloro-4-(5,5-dimethyl-5,6-dihydro-4H-pyrrolo[1,2-b]pyrazol-3-yl)pyridin-2-yl)-2-((5R,7S)-1-oxo-2-azaspiro[4.5]dec-7-yl)acetamide ClC=1C(=CC(=NC1)C(C(=O)N)[C@@H]1C[C@@]2(CCNC2=O)CCC1)C1=C2N(N=C1)CC(C2)(C)C